4-[2-(4-isothiocyanatophenyl)ethynyl]-2,6-bis{[N,N-bis(carboxymethyl)amino]methyl}pyridine N(=C=S)C1=CC=C(C=C1)C#CC1=CC(=NC(=C1)CN(CC(=O)O)CC(=O)O)CN(CC(=O)O)CC(=O)O